C(C)(C)(C)OC(=O)N1C=C(C(=C1)Cl)B(O)O 1-(TERT-BUTOXYCARBONYL)-4-CHLORO-PYRROL-3-YLBORONIC ACID